butenyl fluoride C(=CCC)F